5,6-dimethyl-2-{[2-(4-nitrophenyl)-2-oxo-ethyl]thio}-3-phenyl-thieno[2,3-d]pyrimidin-4(3H)-one CC1=C(SC=2N=C(N(C(C21)=O)C2=CC=CC=C2)SCC(=O)C2=CC=C(C=C2)[N+](=O)[O-])C